3,4-Dihydropyrido[2,3-f][1,4]thiazepine-5(2H)-one S1CCNC(C2=C1C=CC=N2)=O